8-(4-(2-(4-(3-chlorophenyl)piperidin-1-yl)ethyl)-1H-pyrazol-1-yl)pyrido[3,4-d]pyrimidin-4(3H)-one ClC=1C=C(C=CC1)C1CCN(CC1)CCC=1C=NN(C1)C1=NC=CC2=C1N=CNC2=O